NC1=CC=C(OC2=CC=C(C(=O)C3=C(C=CC=C3)C(C3=CC=C(C=C3)OC3=CC=C(C=C3)N)=O)C=C2)C=C1 bis[4-(4-aminophenoxy)benzoyl]benzene